FC1=CC=C(C=C1)N1CCN(CC1)CC[C@@H]1NC(C2(C1)CCN(CC2)C(C(C)(C)NC(OC(C)(C)C)=O)=O)=O tert-butyl (R)-(1-(3-(2-(4-(4-fluorophenyl)piperazin-1-yl)ethyl)-1-oxo-2,8-diazaspiro[4.5]decan-8-yl)-2-methyl-1-oxopropan-2-yl)carbamate